3-(5-(3-(azetidin-3-yl)prop-1-yn-1-yl)-1-oxoisoindol-2-yl)piperidine N1CC(C1)CC#CC=1C=C2CN(C(C2=CC1)=O)C1CNCCC1